FC1(CCN(CC1)C(=O)C=1C=C2C=CC=C(C2=CC1)N1CC=2C=CNC(C2CC1)=O)F 6-(6-(4,4-difluoropiperidine-1-carbonyl)naphthalen-1-yl)-5,6,7,8-tetrahydro-2,6-naphthyridin-1(2H)-one